FC(C1=CC=C(CNC2=CC=C(C=C2)NC(CCC\C=C\CCCC)=O)C=C1)(F)F (E)-N-(4-((4-(trifluoromethyl)benzyl)amino)phenyl)dec-5-enamide